NC=1N=NC(=CC1N1C[C@H](N(CC1)C(C)=O)C)C1=C(C=CC=C1)O (R)-1-(4-(3-amino-6-(2-hydroxyphenyl)pyridazin-4-yl)-2-methylpiperazin-1-yl)ethanone